ClC1=CC=C(C=C1)[C@H]1C[C@@H](CO1)/C(=N/O)/Cl (3S,5R,Z)-5-(4-chlorophenyl)-N-hydroxytetrahydrofuran-3-carbimidoyl chloride